succinic acid diamyl ester C(CCCC)OC(CCC(=O)OCCCCC)=O